ClC1=CC=C(C=C1)C(C(N1CCC2=CC=C(C=C12)OC(F)(F)F)=O)NC=1C=C(OCC2(CC2)CC(=O)OC)C=C(C1)OC methyl 2-(1-((3-((1-(4-chlorophenyl)-2-oxo-2-(6-(trifluoromethoxy)-indolin-1-yl)ethyl)amino)-5-methoxyphenoxy)methyl)cyclopropyl)acetate